[NH4+].ClC1=CC(=C(COC2=NC=CC(=N2)N2CCC3(CC3C3=NC4=C(N3CCOC)C=C(C=C4)C(=O)O)CC2)C=C1)F 2-(6-{2-[(4-chloro-2-fluorobenzyl)oxy]pyrimidin-4-yl}-6-azaspiro[2.5]oct-1-yl)-1-(2-methoxyethyl)-1H-benzimidazole-6-carboxylic acid ammonium